(S)-N1,N1-dimethyl-2-(tetrahydro-2H-pyran-4-yl)ethane-1,2-diamine CN(C[C@@H](N)C1CCOCC1)C